tert-Butyl 4-oxo-3-(phenylamino)-2-(pyridin-4-yl)-1,4,6,7-tetrahydro-5H-pyrrolo[3,2-c]pyridine-5-carboxylate O=C1N(CCC2=C1C(=C(N2)C2=CC=NC=C2)NC2=CC=CC=C2)C(=O)OC(C)(C)C